The molecule is a methyl-branched fatty acid, the structure of which is that of stearic acid carrying a methyl group at C-10. It is a methyl-branched fatty acid and a long-chain fatty acid. It derives from an octadecanoic acid. CCCCCCCCC(C)CCCCCCCCC(=O)O